N,N'-dimethylbenzene-1,2-diamine CNC=1C(=CC=CC1)NC